3,3-Dimethyl-3,5,6,7-tetrahydrobenzofuran-4(2H)-on CC1(COC2=C1C(CCC2)=O)C